8-cyclobutyl-1-(2-morpholinoethyl)-3-((3-(3-(trifluoromethyl)-4-(2-(trifluoromethyl)phenoxy)phenyl)-1,2,4-oxadiazol-5-yl)methyl)-1,3,8-triazaspiro[4.5]Decane-2,4-dione C1(CCC1)N1CCC2(C(N(C(N2CCN2CCOCC2)=O)CC2=NC(=NO2)C2=CC(=C(C=C2)OC2=C(C=CC=C2)C(F)(F)F)C(F)(F)F)=O)CC1